N-((4-(1,2-dihydroxyethyl)-1-(4-(trifluoromethoxy)phenyl)-1H-indazol-3-yl)methyl)acrylamide OC(CO)C1=C2C(=NN(C2=CC=C1)C1=CC=C(C=C1)OC(F)(F)F)CNC(C=C)=O